C1=CC=C(C=C1)C(C2=CC=CC=C2)N alpha-Aminodiphenylmethane